C(#N)[C@H]1N(CSC1)C(CNC(=O)C1=CC=NC2=CC=C(C=C12)N1CC(C1)OC(F)F)=O (R)-N-(2-(4-Cyanothiazolidin-3-yl)-2-oxoethyl)-6-(3-(difluoromethoxy)-azetidin-1-yl)quinoline-4-carboxamide